IC=1C=NC(=NC1)NC=1C=NN(C1)CCOC 5-iodo-N-(1-(2-methoxyethyl)-1H-pyrazol-4-yl)pyrimidin-2-amine